ammonium perfluoro-3,5,7-trioxaoctanoate FC(C(=O)[O-])(OC(OC(OC(F)(F)F)(F)F)(F)F)F.[NH4+]